(2S)-N-{4-[7-{[(2S)-1,4-Dioxan-2-yl]methoxy}-5-fluoro-3-(pyridin-2-yl)-1H-pyrrolo[3,2-b]pyridin-2-yl]pyridin-2-yl}-4,4-difluoro-2-(4-fluorophenyl)butanamid O1[C@@H](COCC1)COC1=C2C(=NC(=C1)F)C(=C(N2)C2=CC(=NC=C2)NC([C@@H](CC(F)F)C2=CC=C(C=C2)F)=O)C2=NC=CC=C2